2-CYCLOPROPYL-7-METHOXY-5-NITRO-1H-INDOLE-3-CARBOXALDEHYDE C1(CC1)C=1NC2=C(C=C(C=C2C1C=O)[N+](=O)[O-])OC